N1=CC=C2N1C=CC(=C2)C(=O)OC(=O)C2=CC=1N(C=C2)N=CC1 pyrazolo[1,5-a]pyridine-5-carboxylic anhydride